FC(S(=O)(=O)OC1=CC(=C(C(=C1)C)CC1=CC=C2C(=N1)C(=CN2S(=O)(=O)CC2=CC=CC=C2)C2CC2)C)(F)F 4-((3-cyclopropyl-1-toluenesulfonyl-1H-pyrrolo[3,2-b]pyridin-5-yl)methyl)-3,5-dimethylphenyl trifluoromethanesulfonate